3-Chloro-5-[(2R)-4-(2-chloro-4-fluoro-benzoyl)-2-methyl-piperazin-1-yl]-4-hydroxy-benzenesulfonyl chloride ClC=1C=C(C=C(C1O)N1[C@@H](CN(CC1)C(C1=C(C=C(C=C1)F)Cl)=O)C)S(=O)(=O)Cl